C(C)C1OC(OCC1)=O 4-(ethyl)-1,3-dioxan-2-one